OC[C@H](C1=CC=CC=C1)NC1=CC(=NC=C1C=1OC=NN1)NC=1C=C2C(C(OC(C2=CC1)=O)C)C 6-((4-(((S)-2-hydroxy-1-phenylethyl)amino)-5-(1,3,4-oxadiazol-2-yl)pyridin-2-yl)amino)-3,4-dimethylisochroman-1-one